methyl 2-chloro-3,8-difluoro-4-methoxyquinoline-7-carboxylate ClC1=NC2=C(C(=CC=C2C(=C1F)OC)C(=O)OC)F